C1(CC1)C1=C(C=CC(=C1)OC1=C(C=CC=C1)F)NC1=NC2=CC=CC=C2C=C1 N-[2-cyclopropyl-4-(2-fluorophenoxy)phenyl]Quinolin-2-amine